C(C)(C)(C)C1=NC=C(C(=N1)OC1=CC=CC=C1)C(=O)N[C@@H](COC1=CC=CC=C1)\C=C\S(=O)(=O)C (R,E)-2-(tert-butyl)-N-(4-(methylsulfonyl)-1-phenoxybut-3-en-2-yl)-4-phenoxypyrimidine-5-carboxamide